undecyl 6-hydroxycaproate OCCCCCC(=O)OCCCCCCCCCCC